C(C(O)C)(=O)OC\C=C(\C)/CCC=C(C)C neryl lactate